C(OC=1C=C(N)C=CC1)([2H])([2H])[2H] 3-methoxy-d3-aniline